ClC1=NC(=CC=C1C(=O)OC(C)(C)C)N1N=C(C=C1)OCC(C1C2(C13CC3)CC2)([2H])[2H] tert-Butyl 2-chloro-6-[3-(2,2-dideuterio-2-dispiro[2.0.2.1]heptan-7-yl-ethoxy)pyrazol-1-yl]pyridine-3-carboxylate